BrC1=CC(=C(C=C1)N1CC2(COC2)C1)F 6-(4-bromo-2-fluorophenyl)-2-oxa-6-azaspiro[3.3]heptane